C(CCCCCCC)O[C@@H]1[C@H](O[C@@H]([C@@H]1OCCCCCCCC)OCCCCCCCC)CO ((2R,3R,4R,5S)-3,4,5-tris(octyloxy)tetrahydrofuran-2-yl)methanol